2-phenyl-4-(2,2,2-trifluoroacetyl)oxazol-5(4H)-one C1(=CC=CC=C1)C=1OC(C(N1)C(C(F)(F)F)=O)=O